N-ethyl-2-(5-fluoro-1H-indol-3-yl)-N-methylethan-1-amine hemi-malate C(C(O)CC(=O)O)(=O)O.C(C)N(CCC1=CNC2=CC=C(C=C12)F)C.C(C)N(CCC1=CNC2=CC=C(C=C12)F)C